bis(2,4,6-trichlorophenoxymethyl) ether ClC1=C(OCOCOC2=C(C=C(C=C2Cl)Cl)Cl)C(=CC(=C1)Cl)Cl